OC1=C(C=CC(=C1)O)/C=C/C(=O)NCCCNC(\C=C\C1=CC(=CC=C1)OC)=O (E)-3-(2,4-dihydroxyphenyl)-N-[3-[(E)-3-(3-methoxyphenyl)acrylamido]propyl]acrylamide